[C@H]1([C@H](O)[C@@H](O)[C@H](O)[C@H](O1)CO)OC(CO)CO 2-O-α-D-glucopyranosylglycerol